OC[C@H](C1=CC=CC=C1)NC(=O)C=1C=2C[C@@H]3[C@H](C2N(N1)C1=NC=C(C=C1)Cl)C3 (1aR,5aR)-2-(5-Chloro-pyridin-2-yl)-1a,2,5,5a-tetrahydro-1H-2,3-diaza-cyclopropa[a]pentalene-4-carboxylic acid ((S)-2-hydroxy-1-phenyl-ethyl)-amide